2-(3-bromo-6-chloro-9-tosyl-9H-carbazol-1-yl)ethan-1-amine BrC=1C=C(C=2N(C3=CC=C(C=C3C2C1)Cl)S(=O)(=O)C1=CC=C(C)C=C1)CCN